6-Chloro-3-[(1R)-1-(2-ethylsulfanyl-6-methyl-4-oxo-chromen-8-yl)ethoxy]pyridine-2-carbonitrile ClC1=CC=C(C(=N1)C#N)O[C@H](C)C=1C=C(C=C2C(C=C(OC12)SCC)=O)C